ClC=1C(=NC=C(C1)C(F)(F)F)C1=NC(=C(C=C1)Cl)C(=O)OC Methyl 3',5-dichloro-5'-(trifluoromethyl)-[2,2'-bipyridine]-6-carboxylate